(E)-8-dodecen-yl acetate C(C)(=O)OCCCCCCC\C=C\CCC